C(C)(C)(C)C1=CC=C(C=C1)N1N=C(C=C1C1=CC(=C(C=C1)OC)OC)OCC(=O)O {[1-(4-tert-butylphenyl)-5-(3,4-dimethoxyphenyl)-1H-pyrazol-3-yl]oxy}acetic acid